(R)-6-fluoro-5-(1-(2-fluorophenyl)ethyl)-3-(((1-methyl-1H-indazol-5-yl)methyl)amino)-4H-benzo[e][1,2,4]thiadiazine 1,1-dioxide FC=1C=CC2=C(NC(=NS2(=O)=O)NCC=2C=C3C=NN(C3=CC2)C)C1[C@H](C)C1=C(C=CC=C1)F